O1C(=CC=C1)C(C1=CC=C(O1)C)C1=CC=C(O1)C 5,5'-(furan-2-ylmethylene)bis(2-methylfuran)